N-[4-[4-[(1,3-dioxo-2-benzofuran-5-carbonyl)amino]-2-(trifluoromethyl)phenyl]-3-(trifluoromethyl)phenyl]-1,3-dioxo-2-benzofuran-5-carboxamide O=C1OC(C2=C1C=CC(=C2)C(=O)NC2=CC(=C(C=C2)C2=C(C=C(C=C2)NC(=O)C2=CC1=C(C(OC1=O)=O)C=C2)C(F)(F)F)C(F)(F)F)=O